8-bromo-2-ethoxy-6-(quinolin-6-yl)-1,6-naphthyridin-7(6H)-one BrC=1C(N(C=C2C=CC(=NC12)OCC)C=1C=C2C=CC=NC2=CC1)=O